NN1C(N(C2=CC=C(C=C2C1=O)S(=O)(=O)NC1(CC1)C)CC1(CC1)C)=O 3-amino-N-(1-methylcyclopropyl)-1-((1-methylcyclopropyl)methyl)-2,4-dioxo-1,2,3,4-tetrahydroquinazoline-6-sulfonamide